7-(3-fluoropropoxy)-1,5-naphthyridin-4-ol FCCCOC1=CN=C2C(=CC=NC2=C1)O